C(CCCCCCCCCCCCCCC)[Si](OCCC)(CCCCCCCCCCCCCCCC)CCCCCCCCCCCCCCCC trihexadecylpropoxysilane